C(C1=CC=CC=C1)OC1CCC(CC1)C1=CN(C=2N=CC=3C=CC(=CC3C21)C=2C=NN(C2)C)S(=O)(=O)C2=CC=C(C)C=C2 1-(4-(benzyloxy)cyclohexyl)-8-(1-methyl-1H-pyrazol-4-yl)-3-tosyl-3H-pyrrolo[2,3-c]isoquinoline